5-{2-amino-[1,2,4]triazolo-[1,5-a]pyridin-7-yl}-N-{[2-(cyclopentylmethoxy)-4,6-difluorophenyl]methyl}-2-methylpyridine-3-carboxamide NC1=NN2C(C=C(C=C2)C=2C=C(C(=NC2)C)C(=O)NCC2=C(C=C(C=C2F)F)OCC2CCCC2)=N1